triazinyl-pyrrolidone N1=NN=C(C=C1)N1C(CCC1)=O